FC(C1=CC=C(NC2CCN(CC2)C(C=C)=O)C=C1)(F)F 1-[4-[4-(trifluoromethyl)anilino]-1-piperidyl]prop-2-en-1-one